4-Oxotetrahydro-furan O=C1CCOC1